[F-].[F-].[Fe+3] ferric difluoride